ClC1=CC(=C(COC2=CC=CC(=N2)C2CCN(CC2)CC2=NC3=C(N2CC2=CN=CN2)C=C(C=C3)C(=O)O)C=C1)F 2-[(4-{6-[(4-chloro-2-fluorobenzyl)oxy]pyridin-2-yl}piperidin-1-yl)methyl]-1-(1H-imidazol-5-ylmethyl)-1H-benzimidazole-6-carboxylic acid